C(C)(C)(C)OC(=O)N1C2CC(C3=CC(=C(N=C13)C(OC)OC)C=O)(C2)O[Si](C2=CC=CC=C2)(C2=CC=CC=C2)C(C)(C)C 7-(dimethoxymethyl)-4-((tert-butyldiphenylsilyl)oxy)-6-formyl-3,4-dihydro-2,4-methylene-1,8-naphthyridine-1(2H)-carboxylic acid tert-butyl ester